[Na].CN(C=1C=CC=2NC3=CC=C(C=C3SC2C1)N(C)C)C 3,7-Bis(Dimethylamino)Phenothiazine Sodium